ClC=1C=CC(=NC1)CN1[C@@](C2=CC=C(C=C2C1=O)C(C)(C)O)(OC([2H])([2H])C1(CC1)C([2H])([2H])O)C1=CC=C(C#N)C=C1 4-[(1R)-2-[(5-chloropyridin-2-yl)methyl]-1-({1-[hydroxy(2H2)methyl]cyclopropyl}(2H2)methoxy)-5-(2-hydroxypropan-2-yl)-3-oxo-2,3-dihydro-1H-isoindol-1-yl]benzonitrile